8-Bromo-3-chloro-5-(1-methoxyethyl)isoquinoline BrC=1C=CC(=C2C=C(N=CC12)Cl)C(C)OC